3,7-dioxo-6,7a-dihydroxy-5-methoxy-1,8,8,9-tetramethyl-8,9-dihydro-3H-phenaleno[1,2-b]furan O=C1C=2C=C(C(=C3C(C4(C(OC(C4(C)C)C)=C(C(=C1)C)C32)O)=O)O)OC